C(CC)[Si]1(O[SiH2]O[SiH2]O[SiH2]O1)C(CC(=O)SCCNC(CCNC([C@@H](C(COP(OP(OC[C@@H]1[C@H]([C@H]([C@@H](O1)N1C=NC=2C(N)=NC=NC12)O)OP(=O)(O)O)(=O)O)(=O)O)(C)C)O)=O)=O)C(=O)O.[O] oxygen propyl-cyclotetrasiloxanesuccinyl-coA